5-(1H-indole-2-carbonyl)-4H,5H,6H,7H-pyrazolo[1,5-a]pyrazine-3-sulfonamide N1C(=CC2=CC=CC=C12)C(=O)N1CC=2N(CC1)N=CC2S(=O)(=O)N